C(CC)(=O)OC1CC2C3CCCC3=C1C2 hexahydro-4,7-methyleneinden-6-yl propionate